ClC1=CC=C(C=C1)C1=CC(=NC(=N1)C=1C=NC=CC1)NC1CCN(CC1)C(C)=O (4-((6-(4-chlorophenyl)-2-(pyridin-3-yl)pyrimidin-4-yl)amino)piperidin-1-yl)ethan-1-one